(6-(tetrahydrofuran-2-yl)-5-(trifluoromethyl)pyridin-3-yl)carbamate O1C(CCC1)C1=C(C=C(C=N1)NC([O-])=O)C(F)(F)F